N-(1-cyclobutyl-1H-pyrazol-4-yl)-2-(phenylamino)-1,3-thiazole-4-carboxamide C1(CCC1)N1N=CC(=C1)NC(=O)C=1N=C(SC1)NC1=CC=CC=C1